OC1=C(C(=O)C2=CC=CC=C2)C=C(C(=C1OS(=O)(=O)O)OC)OS(=O)(=O)O 2-hydroxy-4-methoxy-5-sulfoxy(sulfoxy)benzophenone